ClC1=CC=C(NCC=2N=NN(C2)[C@H](C(=O)N2[C@@H](C[C@H](C2)O)C(=O)NC)C(C)(C)C)C=C1 (2S,4R)-1-[(2S)-2-[4-[(4-chloroanilino)methyl]triazol-1-yl]-3,3-dimethyl-butanoyl]-4-hydroxy-N-methyl-pyrrolidine-2-carboxamide